N2-(2-methoxy-4-(1-methyl-1H-pyrazol-4-yl)phenyl)-N8-methylpyrido[3,4-d]pyrimidine-2,8-diamine COC1=C(C=CC(=C1)C=1C=NN(C1)C)NC=1N=CC2=C(N1)C(=NC=C2)NC